N,9,9-triphenyl-N-(4'-phenyl-[1,1':2',1'':4'',1'''-quaterphenyl]-4'''-yl)-9H-fluorene-2-amine C1(=CC=CC=C1)N(C1=CC=2C(C3=CC=CC=C3C2C=C1)(C1=CC=CC=C1)C1=CC=CC=C1)C1=CC=C(C=C1)C1=CC=C(C=C1)C=1C(=CC=C(C1)C1=CC=CC=C1)C1=CC=CC=C1